FC(OC=1C=C2C(=NC1)NC(=N2)N[C@@H]2C[C@H](CC2)NC2=CC=C(C=N2)N2C(C=CC=C2)=O)F 6'-(((1S,3S)-3-((6-(Difluoromethoxy)-3H-imidazo[4,5-b]pyridin-2-yl)amino)cyclopentyl)amino)-2H-[1,3'-bipyridin]-2-one